CC1(OB(OC1(C)C)C1=C(C=CC=C1)CCNC(OC(C)(C)C)=O)C tert-butyl {2-[2-(4,4,5,5-tetramethyl-1,3,2-dioxaborolan-2-yl)phenyl]ethyl}carbamate